OC1(CC(C1)C(=O)N1CC2(C1)CC(C2)OC2=C(C(=CC=C2)C)C(F)(F)F)C ((1s,3s)-3-Hydroxy-3-methylcyclobutyl)(6-(3-methyl-2-(trifluoromethyl)phenoxy)-2-azaspiro[3.3]heptan-2-yl)methanon